C1(=CC=CC=C1)S(=O)(=O)NCC(=O)N(CC=1SC=CC1)CC=1SC=CC1 2-[(benzenesulfonyl)amino]-N,N-bis(2-thienylmethyl)acetamide